4-(4-(4,4,5,5-tetramethyl-1,3,2-dioxaborolan-2-yl)phenyl)piperidine CC1(OB(OC1(C)C)C1=CC=C(C=C1)C1CCNCC1)C